(5R)-N-(1-amino-2-(4-ethylphenyl)-1-oxobutan-2-yl)-7,7-dimethyl-5-phenyl-4,5,6,7-tetrahydropyrazolo[1,5-a]pyridine-3-carboxamide NC(C(CC)(C1=CC=C(C=C1)CC)NC(=O)C=1C=NN2C1C[C@@H](CC2(C)C)C2=CC=CC=C2)=O